2,2-Dimethylpropanoic acid [(1R,3R)-1-(5-bromo-2-tetrahydropyran-2-yl-1,2,4-triazol-3-yl)-3-[tert-butyl (dimethyl) silyl] oxy-3-(3,4-difluorophenyl) propyl] ester BrC=1N=C(N(N1)C1OCCCC1)[C@@H](C[C@H](C1=CC(=C(C=C1)F)F)O[Si](C)(C)C(C)(C)C)OC(C(C)(C)C)=O